FC1=CC=C(C=C1)NC=1SC(=NN1)C1=CC=C(C=C1)C N-(4-fluorophenyl)-5-p-tolyl-1,3,4-thiadiazol-2-amine